(2R)-2-chloro-2-fluoro-acetyl chloride Cl[C@H](C(=O)Cl)F